racemic-1-((4-chlorophenyl)(phenyl)methyl)piperazine tert-butyl-2-(3-chloro-1-methyl-1H-indazol-7-yl)-2-(3-(5-(5,6,7,8-tetrahydro-1,8-naphthyridin-2-yl)pentyloxy)azetidin-1-yl)acetate C(C)(C)(C)OC(C(N1CC(C1)OCCCCCC1=NC=2NCCCC2C=C1)C=1C=CC=C2C(=NN(C12)C)Cl)=O.ClC1=CC=C(C=C1)[C@H](N1CCNCC1)C1=CC=CC=C1 |r|